NC=1N=C(SC1C(C1=CC=C(C=C1)OCC(NCC1=CC=C(C=C1)C)=O)=O)N(C1=CC=C(C=C1)F)C(C(=O)N)C (N-[4-amino-5-[4-[2-oxo-2-(p-tolylmethylamino)ethoxy]benzoyl]thiazol-2-yl]-4-fluoro-anilino)propanamide